FC(OC1=C(C=C(C=C1)SC(C)C)C1=NN(C=C1NC(=O)C=1C=NN2C1N=CC=C2)CC(=O)N2CCN(CC2)CCOC)F N-[3-[2-(difluoromethoxy)-5-isopropylsulfanyl-phenyl]-1-[2-[4-(2-methoxyethyl)piperazin-1-yl]-2-oxo-ethyl]pyrazol-4-yl]pyrazolo[1,5-a]pyrimidine-3-carboxamide